4-(((R)-5-(tert-butoxy)-2-cyano-5-oxopentan-2-yl)phenyl)-3,3-difluoropiperidine-1-carboxylate C(C)(C)(C)OC(CC[C@@](C)(C#N)C1=C(C=CC=C1)C1C(CN(CC1)C(=O)[O-])(F)F)=O